ClC1=CC(=C(OCCOC2=CC(=NC=C2)C2=CC=NN2C)C=C1)F 4-(2-(4-chloro-2-fluorophenoxy)ethoxy)-2-(1-methyl-1H-pyrazol-5-yl)pyridine